methyl 2-((2-chloro-1H-benzo[d]imidazol-1-yl)methyl)oxazole-4-carboxylate ClC1=NC2=C(N1CC=1OC=C(N1)C(=O)OC)C=CC=C2